(2-isopropoxy-hexafluoro-naphthyl)gallium C(C)(C)OC1=C(C2=C(C(=C(C(=C2C(=C1F)F)F)F)F)F)[Ga]